N-((2-(6-((3aR,4S,7R,7aS)-4-methyloctahydro-2H-4,7-epoxyisoindol-2-yl)pyridin-2-yl)-1,6-naphthyridin-7-yl)methyl)-5-(methylsulfonyl)nicotinamide C[C@@]12[C@H]3CN(C[C@H]3[C@@H](CC1)O2)C2=CC=CC(=N2)C2=NC1=CC(=NC=C1C=C2)CNC(C2=CN=CC(=C2)S(=O)(=O)C)=O